N1=C2N(C=CC1=O)C=CC=C2 Pyrido[1,2-a]pyrimidone